6-bromo-8-fluoro-2-tetrahydropyran-4-yl-imidazo[1,2-a]pyridin-7-ol BrC=1C(=C(C=2N(C1)C=C(N2)C2CCOCC2)F)O